1,2-dimethyl-5-(7-{[(3R)-3-methyl-3,4-dihydro-1H-isoquinolin-2-yl]carbonyl}-1,2,3,4-tetrahydroisoquinolin-6-yl)pyrrole-3-carboxylic acid hydrochloride Cl.CN1C(=C(C=C1C=1C=C2CCNCC2=CC1C(=O)N1CC2=CC=CC=C2C[C@H]1C)C(=O)O)C